3-(benzyloxy)oxepan-4-one C(C1=CC=CC=C1)OC1COCCCC1=O